CC(C)C(CCC)C 2,3-Dimethylhexan